N1C=C(C=2C1=NC=CC2)\C=C/2\C(N(C(O2)=S)C)=O (Z)-5-((1H-pyrrolo[2,3-b]pyridin-3-yl)methylene)-3-methyl-2-thioxooxazolidin-4-one